2-ethyl-4,4-dimethylcyclohex-2-en-1-one C(C)C=1C(CCC(C1)(C)C)=O